IC(CC(CC(CC(CC(CCCC(OCCCCCC)OC(CCCC(CC(CC(CC(CC(C)I)C)C)C)C)OCCCCCC)C)C)C)C)C 12-iodo-4,6,8,10-tetramethyltridecylhexoxymethyl ether